N,N-bis(2-hydroxypropyl)hydroxylamine Tert-butyl-3-[(4-bromophenyl)-hydroxy-methyl]-3-fluoro-pyrrolidine-1-carboxylate C(C)(C)(C)OC(=O)N1CC(CC1)(F)C(O)C1=CC=C(C=C1)Br.OC(CN(O)CC(C)O)C